N-(2-(1H-tetrazol-5-yl)ethyl)-4-(isopropylamino)-6-(1H-pyrazol-4-yl)quinoline-3-carboxamide N1N=NN=C1CCNC(=O)C=1C=NC2=CC=C(C=C2C1NC(C)C)C=1C=NNC1